CC1OOBC1 4-methyl-3,2-dioxaborolane